trans-3-[(3-chloro-5-fluorobenzyl)oxy]-N-{3-[4-(difluoromethyl)-6-oxo-1,6-dihydropyrimidin-2-yl]-2-fluoro-4-(trifluoromethyl)benzyl}cyclobutane-1-carboxamide ClC=1C=C(CO[C@@H]2C[C@H](C2)C(=O)NCC2=C(C(=C(C=C2)C(F)(F)F)C=2NC(C=C(N2)C(F)F)=O)F)C=C(C1)F